C(C)(=O)N1CC=2N(CC1)C(=NC2C=2C=CC=C1C=C(N=CC21)C2=CC=C(OCCCOC1=C3CN(C(C3=CC=C1)=O)C1C(NC(CC1)=O)=O)C=C2)C2CCOCC2 3-(4-(3-(4-(8-(7-acetyl-3-(tetrahydro-2H-pyran-4-yl)-5,6,7,8-tetrahydroimidazo[1,5-a]pyrazin-1-yl)isoquinolin-3-yl)phenoxy)propoxy)-1-oxoisoindolin-2-yl)piperidine-2,6-dione